(S)-N-(4-chloropyridin-2-yl)-4-((1-((4-chlorophenyl)amino)-1-oxopropan-2-yl)oxy)benzamide ClC1=CC(=NC=C1)NC(C1=CC=C(C=C1)O[C@H](C(=O)NC1=CC=C(C=C1)Cl)C)=O